(1R,3R,5R)-N-((R)-(4-chloro-2,5-difluorophenyl)(cyclopropyl)methyl)-2-(3-(cyclopropylsulfonyl)benzoyl)-2-azabicyclo[3.1.0]hexane-3-carboxamide ClC1=CC(=C(C=C1F)[C@H](NC(=O)[C@@H]1N([C@@H]2C[C@@H]2C1)C(C1=CC(=CC=C1)S(=O)(=O)C1CC1)=O)C1CC1)F